NCC1=C(C(=CC=C1)Cl)C1=CC=C(S1)C(C)NC1=NC(=NC2=CC(=C(C=C12)OC)OC)C N-[1-{5-[2-(aminomethyl)-6-chlorophenyl]thiophen-2-yl}ethyl]-6,7-dimethoxy-2-methylquinazolin-4-amine